CCCCCCCCCCCCCCCC(=O)OC[C@H](COP(=O)([O-])OCC[N+](C)(C)C)OC(=O)CCC/C=C/C/C=C/C/C=C/C/C=C/CCCCC 1-hexadecanoyl-2-(5E,8E,11E,14E-eicosatetraenoyl)-sn-glycero-3-phosphocholine